Racemic-1-(1-(6,7-difluoro-1-oxo-1,2-dihydroisoquinolin-4-yl)ethyl)-3-(3,4-difluorophenyl)-1-methylurea FC=1C=C2C(=CNC(C2=CC1F)=O)[C@@H](C)N(C(=O)NC1=CC(=C(C=C1)F)F)C |r|